FC=1C=C(CC=2C=CC(=NC2)NC(=O)C2=NN(C(C=C2)=O)C)C=C(C1)F N-(5-(3,5-difluorobenzyl)pyridin-2-yl)-1-methyl-6-oxo-1,6-dihydropyridazine-3-carboxamide